4-(6-fluoro-7-(2-fluoro-6-hydroxyphenyl)-1-(2-isopropyl-4-methylpyridin-3-yl)-2-oxo-1,2-dihydropyrido[2,3-d]pyrimidin-4-yl)-2,5-dimethylpiperazine-1-carboxylic acid tert-butyl ester C(C)(C)(C)OC(=O)N1C(CN(C(C1)C)C=1C2=C(N(C(N1)=O)C=1C(=NC=CC1C)C(C)C)N=C(C(=C2)F)C2=C(C=CC=C2O)F)C